BrCC(=O)C1=CC=C(C=C1)OC(F)(F)F 2-bromo-1-(4-(trifluoromethoxy)phenyl)ethan-1-one